COC1=CC=C(C=C1)C(OCCOCCOCCOCCOCCOC(CCC)=O)(C1=CC=CC=C1)C1=CC=C(C=C1)OC 1,1-bis(4-methoxyphenyl)-18-oxo-1-phenyl-2,5,8,11,14,17-hexaoxahenicosan